CN(CCN(CCO)C)C N-(2-dimethylaminoethyl)-N-methylethanolamine